5-((R)-1-(3,5-Dichloropyridin-4-yl)ethoxy)-N-(1-((R)-2-Hydroxypropyl)-1H-Pyrazol-4-yl)-1H-Indazol-3-Carboxamid ClC=1C=NC=C(C1[C@@H](C)OC=1C=C2C(=NNC2=CC1)C(=O)NC=1C=NN(C1)C[C@@H](C)O)Cl